(E)-4-(thiophen-3-yl)but-3-enoic acid S1C=C(C=C1)/C=C/CC(=O)O